heptene phosphorus [P].C=CCCCCC